FC1=C(C=CC(=C1)F)N1C(C2=CC=CC=C2C(=N1)N1C[C@@H](CCCC1)NCCO)=O (R)-2-(2,4-Difluorophenyl)-4-(3-((2-hydroxyethyl)amino)azepan-1-yl)phthalazin-1(2H)-one